1-(2,4,6-trifluoromethylphenyl)ethane-1-one FCC1=C(C(=CC(=C1)CF)CF)C(C)=O